N=1C=2C(C=CC1)=CN(C2)C(=O)N 6H-pyrrolo[3,4-b]pyridine-6-carboxamide